5-oxaspiro[3.4]octane C1CCC12OCCC2